6-(1H-imidazol-5-yl)-11-methyl-5-[3-(trifluoromethyl)-1H-1,2,4-triazol-5-yl]-2,4,7,11-tetraazatricyclo[7.4.0.03,7]trideca-1,3,5,8-tetraene N1C=NC=C1C1=C(N=C2N=C3CCN(CC3=CN12)C)C1=NC(=NN1)C(F)(F)F